molybdenum tetra(diethyl-dithiocarbamic acid) C(C)N(C(S)=S)CC.C(C)N(C(S)=S)CC.C(C)N(C(S)=S)CC.C(C)N(C(S)=S)CC.[Mo]